3-acryloxypropyltris(methoxyethoxy)silane C(C=C)(=O)OCCC[Si](OCCOC)(OCCOC)OCCOC